COC1=C(C(=CC(=C1)B1OC(C(O1)(C)C)(C)C)OC)C=1N=NN(C1)CC 4-[2,6-dimethoxy-4-(4,4,5,5-tetramethyl-1,3,2-dioxaborolan-2-yl)phenyl]-1-ethyltriazole